CCC1=CC=C(C=C1)OS(=O)(=O)O The molecule is an aryl sulfate that is 4-ethylphenol in which the hydroxy group has been replaced by a sulfooxy group. It has a role as a human metabolite, a uremic toxin and a gut flora metabolite. It is an aryl sulfate and a member of benzenes. It derives from a 4-ethylphenol. It is a tautomer of a 4-ethylphenyl sulfate(1-).